Dimethyl-thiazole CC=1N=C(SC1)C